4-(methoxycarbonyl)phthalic anhydride COC(=O)C=1C=C2C(C(=O)OC2=O)=CC1